3-benzoyl-quinoxalin-2(1H)-one C(C1=CC=CC=C1)(=O)C=1C(NC2=CC=CC=C2N1)=O